N[C@H]1[C@H]([C@H]/2CC[C@@H]1\C2=C/C=2N=NN(C2)C[Si](C)(C)C)C(=O)NC2=CC(=C(C=C2)F)C(F)(F)F (1R,2S,3R,4R,Z)-3-amino-N-(4-fluoro-3-(trifluoromethyl)phenyl)-7-((1-((trimethylsilyl)methyl)-1H-1,2,3-triazol-4-yl)methylene)bicyclo[2.2.1]heptane-2-carboxamide